(4-formylbenzoyl)-L-proline tert-butyl ester C(C)(C)(C)OC([C@H]1N(CCC1)C(C1=CC=C(C=C1)C=O)=O)=O